CC1N(CCCC1)[Si]1(O[SiH](O[SiH](O[SiH](O1)C)C)C)C 2-(2-methylpiperidino)-2,4,6,8-tetramethylcyclotetrasiloxane